8-(1-aminoethyl)-6-methyl-2-(2-methylindazol-5-yl)chromen-4-one NC(C)C=1C=C(C=C2C(C=C(OC12)C1=CC2=CN(N=C2C=C1)C)=O)C